N(C1=CC=CC=C1)N1CN(C(N(C1)NC1=CC=CC=C1)C(=O)O)NC1=CC=CC=C1 1,3,5-trianilino-p-hydroxycarbonyl-s-triazine